5-(azetidin-3-ylmethoxy)-2-(2,6-dioxopiperidin-3-yl)isoindole N1CC(C1)COC1=CC2=CN(C=C2C=C1)C1C(NC(CC1)=O)=O